OC(CN1CC(CC1)NC1=C2C=C(N(C2=CC=C1)CC(F)(F)F)C#CCNC(C1=CC=CC=C1)=O)COC N-[3-(4-{[1-(2-hydroxy-3-methoxypropyl)pyrrolidin-3-yl]amino}-1-(2,2,2-trifluoroethyl)-1H-indol-2-yl)prop-2-yn-1-yl]benzamide